6-bromo-4-((1-(3-(difluoromethyl)-2-fluorophenyl)ethyl)amino)-2-methylpyrido[2,3-d]pyrimidin-7(8H)-one BrC1=CC2=C(N=C(N=C2NC(C)C2=C(C(=CC=C2)C(F)F)F)C)NC1=O